C(C)(=O)OC(=C(C(=O)[O-])C#N)C1=CN(C2=CC=CC=C12)CC1=CC(=CC(=C1)C(F)(F)F)C(F)(F)F 3-acetoxy-3-(1-(3,5-bis(trifluoromethyl) benzyl)-1H-indol-3-yl)-2-cyanoacrylate